ClC=1C(NN=CC1N1CC=2N(CC1)C(=CN2)C(C2=C(C=C(C=C2)N(C)C)C(F)(F)F)=O)=O 4-chloro-5-(3-(4-(dimethylamino)-(trifluoromethyl)benzoyl)-5,6-dihydroimidazo[1,2-a]pyrazin-7(8H)-yl)pyridazin-3(2H)-one